C1(=CC=CC=C1)N(C1=CC=CC=C1)C1=CC=CC=C1 Triphenylamine